CC(C)[C@H]1CN(CCN1)C=1N=NC(=CN1)C1=C(C=C(C=C1)C=1SC=CN1)O 2-{3-[(3S)-3-(propan-2-yl)piperazin-1-yl]-1,2,4-triazin-6-yl}-5-(1,3-thiazol-2-yl)phenol